CN1N=C(C=C1)CNC(=O)C1=C(C2=C(CC3(C4=CN(N=C24)CC2=NC=C(C=C2)C)CCC3)O1)C(F)(F)F N-[(1-Methyl-1H-pyrazol-3-yl)methyl]-2'-[(5-methylpyridin-2-yl)methyl]-8'-(trifluoromethyl)-2',5'-dihydrospiro[cyclobutan-1,4'-furo[2,3-g]indazol]-7'-carboxamide